N-[(S)-1-ethoxycarbonyl-butyl]-(S)-alanine methyl ester COC([C@@H](N[C@@H](CCC)C(=O)OCC)C)=O